4-bromophthalimide potassium salt [K].BrC=1C=C2C(C(=O)NC2=O)=CC1